2-(tert-butyl)-N4-(3-(tert-butyl)phenyl)pyrimidine-4,5-diamine C(C)(C)(C)C1=NC=C(C(=N1)NC1=CC(=CC=C1)C(C)(C)C)N